2-[6-amino-5-[(1R,5S)-8-[3-[(3S)-pyrrolidin-3-yl]oxyphenyl]-3,8-diazabicyclo[3.2.1]octan-3-yl]pyridazin-3-yl]phenol NC1=C(C=C(N=N1)C1=C(C=CC=C1)O)N1C[C@H]2CC[C@@H](C1)N2C2=CC(=CC=C2)O[C@@H]2CNCC2